COC(C=O)OC 2,2-Dimethoxyacetaldehyde